6-[[(2R,3R,4S,5S)-3-(3,4-Difluoro-2-methoxy-phenyl)-4,5-dimethyl-5-(trifluoromethyl)tetrahydrofuran-2-carbonyl]amino]pyrimidin-4-carboxamid FC=1C(=C(C=CC1F)[C@@H]1[C@@H](O[C@@]([C@H]1C)(C(F)(F)F)C)C(=O)NC1=CC(=NC=N1)C(=O)N)OC